C(CCCCC)C(=CC)CCCCCCCC 3-hexylundec-2-ene